C(C)C1=NC2=C(C=3C(C=C(C(C13)=O)NC1=CC=CC=C1)=O)C(N(C(N2C)=O)C)=O 6-Ethyl-2,4-dimethyl-8-(phenylamino)pyrimido[4,5-c]isoquinoline-1,3,7,10(2H,4H)-tetraone